3-(methanesulfonamido)phenylboronic acid CS(=O)(=O)NC=1C=C(C=CC1)B(O)O